NC1=NC=C(C=C1O[C@H](C)C=1C=C(C=CC1)NC(C1=CC(=CC=C1)C1(CC1)C#N)=O)Cl (R)-N-(3-(1-((2-Amino-5-chloropyridin-3-yl)oxy)ethyl)phenyl)-3-(1-cyanocyclopropyl)benzamid